ClC1=NC=2C=CC=CC2C=2N1N=C(N2)C2=CC(=CC=C2)C(F)(F)F 5-Chloro-2-[3-(trifluoromethyl)phenyl][1,2,4]triazolo[1,5-c]quinazoline